3-(5-(((S)-1-((2-((1S,4S)-2-Oxa-5-azabicyclo[2.2.1]heptan-5-yl)quinolin-6-yl)methyl)pyrrolidin-3-yl)oxy)-1-oxoisoindolin-2-yl)piperidine-2,6-dione [C@@H]12OC[C@@H](N(C1)C1=NC3=CC=C(C=C3C=C1)CN1C[C@H](CC1)OC=1C=C3CN(C(C3=CC1)=O)C1C(NC(CC1)=O)=O)C2